ClC(C(=O)[O-])=C Chloroacrylat